(2R)-2-[[(2R)-2-(tert-butoxycarbonylamino)-3-phenyl-propionyl]amino]hex-4-ynoic acid C(C)(C)(C)OC(=O)N[C@@H](C(=O)N[C@@H](C(=O)O)CC#CC)CC1=CC=CC=C1